3-difluoromethoxy-4-methoxybenzamide FC(OC=1C=C(C(=O)N)C=CC1OC)F